ClC=1C=C(C=NC1)CNC1=NC(=NC2=CC=C(C=C12)C=1C(=NOC1C)C)C(=O)NC1CCOCC1 4-(((5-chloropyridin-3-yl)methyl)amino)-6-(3,5-dimethylisoxazol-4-yl)-N-(tetrahydro-2H-pyran-4-yl)quinazoline-2-carboxamide